N-Benzyl-acrylamid C(C1=CC=CC=C1)NC(C=C)=O